2-(azidomethyl)-3,3-dimethyltetrahydro-2H-pyran N(=[N+]=[N-])CC1OCCCC1(C)C